C(C=C)OCC(C(=O)OCCCCCCCC\C=C/CCCCCCCC)=C oleyl α-allyloxymethylacrylate